COC1=C(C=C2C=CC(=NC2=C1)C)C1=CN=C(N1)[C@H](CCCCCC(CC)=O)NC(=O)C1=NOC2(C1)CCN(CC2)C (S)-N-(1-(5-(7-Methoxy-2-methylchinolin-6-yl)-1H-imidazol-2-yl)-7-oxononyl)-8-methyl-1-oxa-2,8-diazaspiro[4.5]dec-2-en-3-carboxamid